(R)-N-(3-chloropyridin-2-yl)-N-(pyrrolidin-3-yl)-3-(1H-tetrazol-5-yl)benzidine di-tert-butyl-1-(3-(tert-butoxy)-3-oxopropyl)hydrazine-1,2-dicarboxylate C(C)(C)(C)OC(=O)N(NC(=O)OC(C)(C)C)CCC(=O)OC(C)(C)C.ClC=1C(=NC=CC1)N(C1=C(C=C(C=C1)C1=CC=C(N)C=C1)C1=NN=NN1)[C@H]1CNCC1